(4-(2-((1R,3S)-3-(4-cyanophenethyl)cyclohexyl)ethyl)phenyl)pyrrolidine-1-carboxylate C(#N)C1=CC=C(CC[C@H]2C[C@H](CCC2)CCC2=CC=C(C=C2)OC(=O)N2CCCC2)C=C1